4-(((2-bromo-4-(trifluoromethyl)phenyl)sulfonyl)methyl)pyridine BrC1=C(C=CC(=C1)C(F)(F)F)S(=O)(=O)CC1=CC=NC=C1